dibenzo[b,d]thiophen-2-yl-carboxylic acid C1=C(C=CC=2SC3=C(C21)C=CC=C3)C(=O)O